OC1=C(C(=O)C2=CC=C(C=C2)Br)C=CC(=C1)OC 2-hydroxy-4-methoxy-4'-bromo-benzophenone